3-[1-(2,6-dichloro-3-fluoro-phenyl)-ethoxy]-5-(1-methyl-1H-pyrazol-4-yl)-pyridin-2-ylamine ClC1=C(C(=CC=C1F)Cl)C(C)OC=1C(=NC=C(C1)C=1C=NN(C1)C)N